1,2-Dierucoyl-sn-glycero-3-phosphoethanolamin C(CCCCCCCCCCC\C=C/CCCCCCCC)(=O)OC[C@@H](OC(CCCCCCCCCCC\C=C/CCCCCCCC)=O)COP(=O)(O)OCCN